OC=1C=C(C=NC1)C=1C=CSC1 4-(5-Hydroxypyridin-3-yl)thiophen